β-D-Galactosamine pentaacetate C(C)(=O)O.C(C)(=O)O.C(C)(=O)O.C(C)(=O)O.C(C)(=O)O.O[C@H]1[C@H](N)[C@@H](O)[C@@H](O)[C@H](O1)CO